4-[(3-bromo-4-fluoro-phenoxy)methyl]oxazole BrC=1C=C(OCC=2N=COC2)C=CC1F